2-(2-hydroxyacetyl)-2,3,4,5-tetrahydro-1H-pyrido[4,3-b]indol OCC(=O)N1CC2=C(NC=3C=CC=CC23)CC1